BrC1=C(C=C(CCNC(C(C2CC(C2)(F)F)NC(OC(C)(C)C)=O)=O)C=C1)OC tert-butyl (2-((4-bromo-3-methoxyphenethyl)amino)-1-(3,3-difluorocyclobutyl)-2-oxoethyl)carbamate